2-(4-cyclopropyl-6-methoxy-pyrimidin-5-yl)-5-methyl-4-[[4-[1-methyl-4-(trifluoromethyl)imidazol-2-yl]phenyl]methylsulfanyl]pyrimidine C1(CC1)C1=NC=NC(=C1C1=NC=C(C(=N1)SCC1=CC=C(C=C1)C=1N(C=C(N1)C(F)(F)F)C)C)OC